COC1CCN(CC1)CCO[C@H](C)C1=CC=C(C=N1)C1=CC=2C3=C(N=NC2C=C1)N(C(N3C3CCOCC3)=O)C (R)-8-(6-(1-(2-(4-methoxypiperidin-1-yL)ethoxy)ethyl)pyridin-3-yl)-3-methyl-1-(tetrahydro-2H-pyran-4-yl)-1H-imidazo[4,5-c]cinnolin-2(3H)-one